NC1=CC(=C(C=N1)OC1=C(C(=O)O)C(=CC=C1)Cl)C=1C=NC(=CC1)N1CCN(CC1)C(=O)OC(C)(C)C 2-((6'-amino-6-(4-(tert-butoxycarbonyl)piperazin-1-yl)-[3,4'-bipyridyl]-3'-yl)oxy)-6-chlorobenzoic acid